2-{6-[(azetidin-3-yl)methyl]-4-methylpyrrolo[1,2-a]pyrazin-8-yl}-N-ethyl-5-fluoro-N-(isopropyl)benzamide N1CC(C1)CC1=CC(=C2N1C(=CN=C2)C)C2=C(C(=O)N(C(C)C)CC)C=C(C=C2)F